N,N'-di-[4-(o-methoxybenzenesulfonyloxy)phenyl]urea COC1=C(C=CC=C1)S(=O)(=O)OC1=CC=C(C=C1)NC(=O)NC1=CC=C(C=C1)OS(=O)(=O)C1=C(C=CC=C1)OC